FC(CC(C(=O)NC1=NC=CC(=C1)C1=C(C2=NC(=CC(=C2N1)C1OCCC1)F)C1=NC=CC=C1)C1=CC=C(C=C1)F)F 4,4-Difluoro-2-(4-fluorophenyl)-N-(4-{5-fluoro-3-(pyridin-2-yl)-7-[tetrahydrofuran-2-yl]-1H-pyrrolo[3,2-b]pyridin-2-yl}pyridin-2-yl)butanamid